N-((1R,3R)-3-ethoxycyclopentyl)-6-((5-methyl-3-(6-methylpyridin-3-yl)isoxazol-4-yl)methoxy)pyridine-3-carboxamide C(C)O[C@H]1C[C@@H](CC1)NC(=O)C=1C=NC(=CC1)OCC=1C(=NOC1C)C=1C=NC(=CC1)C